N-[4-(4-methylpiperazin-1-yl)phenyl]-8-phenyl-6-propyl-6H-pyrimido[5,4-c][2,1]benzothiazin-2-amine 5,5-dioxide CN1CCN(CC1)C1=CC=C(C=C1)NC=1N=CC=2S(N(C3=C(C2N1)C=CC(=C3)C3=CC=CC=C3)CCC)(=O)=O